CN(C(C1=CC=C(C(=O)N(C=2C=NNC2)C)C=C1)=O)C1CNCCC1 N1,N4-dimethyl-N1-(piperidin-3-yl)-N4-(1H-pyrazol-4-yl)-terephthalamide